L-alpha-hydroxyglutarate O[C@H](C(=O)[O-])CCC(=O)[O-]